C1(=CCCCC1)CC1=CC=C(C=C1)C 1-(1-cyclohexenylmethyl)-4-methylbenzene